7-chloro-N-[5-(2,2-difluoroethoxy)-3-fluoro-6-methoxy-2-pyridinyl]-1-oxo-2H-isoquinoline-4-sulfonamide ClC1=CC=C2C(=CNC(C2=C1)=O)S(=O)(=O)NC1=NC(=C(C=C1F)OCC(F)F)OC